6-((1,4-Dioxan-2-yl)methoxy)-2-(4-(3-aminopropoxy)phenethyl)-3-ethylpyridin-4-ol hydrochloride Cl.O1C(COCC1)COC1=CC(=C(C(=N1)CCC1=CC=C(C=C1)OCCCN)CC)O